1-(3-Bromo-4-fluorophenyl)propan-1-one BrC=1C=C(C=CC1F)C(CC)=O